ClC=1C(=NC(=NC1)N1CCC(CC1)CC1CCC2(CN(C2)C(=O)OC(C)(C)C)CC1)NC=1C=C2C=C(C(N(C2=CC1)C(C)C)=O)OCC(NC)=O tert-butyl 7-([1-[5-chloro-4-([1-isopropyl-3-[(methylcarbamoyl)methoxy]-2-oxoquinolin-6-yl]amino)pyrimidin-2-yl]piperidin-4-yl]methyl)-2-azaspiro[3.5]nonane-2-carboxylate